C1(CC1)NS(=O)(=O)NC1=NN2C(N=CC=C2)=C1C(=O)N[C@@H](C)C=1N(C(C=2C(=CC=C3C2C1CO3)C#C)=O)C3=CC=CC=C3 (S)-2-((N-cyclopropylsulfamoyl)amino)-N-(1-(6-ethynyl-5-oxo-4-phenyl-4,5-dihydro-2H-furo[4,3,2-de]isoquinolin-3-yl)ethyl)pyrazolo[1,5-a]pyrimidine-3-carboxamide